3-((1H-indazol-4-yl)methyl)-7-(3-aminophenoxy)-5-methyl-3,5-dihydro-4H-pyridazino[4,5-b]indol-4-one N1N=CC2=C(C=CC=C12)CN1N=CC2=C(N(C=3C=C(C=CC23)OC2=CC(=CC=C2)N)C)C1=O